FC(C(=O)O)(F)F.N1CCC(CC1)CC1=C2CCN(C2=CC=C1)C(=O)OCC1=CC=CC=C1 Benzyl 4-(piperidin-4-ylmethyl)-2,3-dihydroindole-1-carboxylate trifluoroacetate